3-(azetidin-1-ylmethyl)-5-(1H-pyrazol-4-yl)piperidine N1(CCC1)CC1CNCC(C1)C=1C=NNC1